N-(trimethylammonioacetyl)diethanolamine chloride [Cl-].C[N+](C)(C)CC(=O)N(CCO)CCO